4-(pyrrolidin-1-yl)benzonitrile N1(CCCC1)C1=CC=C(C#N)C=C1